NC(=O)C1=CC=CC2=CN(N=C12)C1=CC=C(C[NH+]2CCC(CC2)(O)C2=[NH+]C=CC=C2)C=C1 2-(1-{4-[7-(aminocarbonyl)-2H-indazol-2-yl]benzyl}-4-hydroxypiperidinium-4-yl)pyridinium